(3R,4R)-3-(5,6-Dihydro-4H-pyrrolo[3,2,1-ij]quinolin-1-yl)-4-(1H-indol-3-yl)-2,5-pyrrolidinedione C1(=CN2CCCC3=CC=CC1=C23)[C@@H]2C(NC([C@H]2C2=CNC3=CC=CC=C23)=O)=O